O1C(OCC1)C1=CC(=C(C=C1)C=1C=2N(C(=NC1)NCC1=C(C=CC3=C1CCO3)F)C=C(N2)C(=O)OCC)C ethyl 8-(4-(1,3-dioxolan-2-yl)-2-methylphenyl)-5-(((5-fluoro-2,3-dihydrobenzofuran-4-yl)methyl)amino)imidazo[1,2-c]pyrimidine-2-carboxylate